7-METHOXY-1H-INDOLE-3-CARBOXALDEHYDE COC=1C=CC=C2C(=CNC12)C=O